CN1C(N(CC1)C)=O 1,3-Dimethyl-2-imidazolidon